OC=1C=C2C=CC(=CC2=CC1)C(=O)NCC1=CC=C(C=C1)C(=O)NNCCC 6-hydroxy-N-(4-(2-propylhydrazine-1-carbonyl)benzyl)-2-naphthamide